1-[4-(4-{[(4-cyclopropylpyridin-2-yl)methyl]carbamoyl}-1H-1,2,3-triazol-1-yl)-2-fluorobutyl]-N-{[3-(trifluoromethoxy)phenyl]methyl}-1H-1,2,3-triazole-4-carboxamide C1(CC1)C1=CC(=NC=C1)CNC(=O)C=1N=NN(C1)CCC(CN1N=NC(=C1)C(=O)NCC1=CC(=CC=C1)OC(F)(F)F)F